2-(((tert-butyldiphenyl-silyl)oxy)methyl)-6-isopropylaniline C(C)(C)(C)[Si](OCC1=C(N)C(=CC=C1)C(C)C)(C1=CC=CC=C1)C1=CC=CC=C1